C(CCCCCCCCCCCCCCCCCCCCCCCCCCCCC)(=O)NN melissic acid hydrazide